2-(1-amino-2-methyl-1-oxopropan-2-yl)-5-fluoropyrimidin-4-yl triflate O(S(=O)(=O)C(F)(F)F)C1=NC(=NC=C1F)C(C(=O)N)(C)C